6-Chloro-N-methoxy-N-methyl-1H-pyrrolo[2,3-b]pyridine-2-carboxamide ClC1=CC=C2C(=N1)NC(=C2)C(=O)N(C)OC